SC1=C(C=O)C=CC=C1 o-mercaptobenzaldehyde